2-(2,3-dichlorophenyl)octahydropyrrolo[3,4-c]pyrrole ClC1=C(C=CC=C1Cl)N1CC2CNCC2C1